NC=1C(=NC(=CC1)C1=CC=C(C=C1)F)NC(=O)C=1C=NC(=NC1)N1CCOCC1 N-(3-amino-6-(4-fluorophenyl)pyridin-2-yl)-2-morpholinopyrimidine-5-carboxamide